O=C1N(C(NC(N1CCC(=O)O)=O)=O)CCC(=O)O dihydro-2,4,6-trioxo-1,3,5-triazine-1,3(2H,4H)-dipropionic acid